N-(thiophen-2-ylmethyl)piperazine-2-carboxamide S1C(=CC=C1)CNC(=O)C1NCCNC1